N1(N=CC=C1)C1=C(C=CC=C1)CN [2-(1H-pyrazol-1-yl)phenyl]methylamine